6-chloro-N,N,N'-triethyl-1,3,5-triazine-2,4-diamine ClC1=NC(=NC(=N1)N(CC)CC)NCC